C(C)OC(C=NNC1=C(C=C(C=C1)[N+](=O)[O-])[N+](=O)[O-])=O Ethyl-2-(2-(2,4-dinitrophenyl)hydrazono)acetat